(benzylamino)-4-(1-methyl-1H-pyrrolo[2,3-b]pyridin-4-yl)-1-oxo-1,3-dihydro-2H-pyrrolo[3,4-C]pyridine-2-carboxylic acid tert-butyl ester C(C)(C)(C)OC(=O)N1C(C=2C(=NC=CC2C1=O)C1=C2C(=NC=C1)N(C=C2)C)NCC2=CC=CC=C2